[C@H]12N(CCCC[C@@H]2C1)C=1C2=C(N=C(N1)OC[C@]13CCCN3C[C@@H](C1)F)C(=C(N=C2)C2=CC(=CC1=CC=C(C(=C21)C#C)F)N)F 4-(4-((1S,7R)-2-azabicyclo[5.1.0]octan-2-yl)-8-fluoro-2-(((2R,7aS)-2-fluorotetrahydro-1H-pyrrolizin-7a(5H)-yl)methoxy)pyrido[4,3-d]pyrimidin-7-yl)-5-ethynyl-6-fluoronaphthalen-2-amine